4-(4-fluorobenzyl)piperidine-4-carbonitrile FC1=CC=C(CC2(CCNCC2)C#N)C=C1